4-amino-N-(tetrahydro-2H-pyran-4-yl)benzenesulfonamide NC1=CC=C(C=C1)S(=O)(=O)NC1CCOCC1